CC1=C(OC(O1)=O)CNC([O-])=O ((5-methyl-2-oxo-1,3-dioxol-4-yl)methyl)carbamate